C(C)OC(=O)C1=C(N=C2N1N=CC=C2)C2=CC=CC=C2.CS(=O)(=O)C2CCC(CC2)=O 4-(methylsulfonyl)cyclohexan-1-one Ethyl-2-phenylimidazo[1,2-b]pyridazine-3-carboxylate